ClC=1N=C(C2=C(N1)C(=NN2)C(C)C)NCCC2=CNC1=CC=CC=C21 5-chloro-N-[2-(1H-indol-3-yl)ethyl]-3-isopropyl-1H-pyrazolo[4,3-d]Pyrimidine-7-amine